Cl.N[C@H](C)C=1C=C(N)C=C(C1)C(COC)(F)F (R)-3-(1-Aminoethyl)-5-(1,1-difluoro-2-methoxyethyl)aniline hydrochloride